1-(2-(dimethylamino)-2-oxoethyl)-1H-imidazole-4-carboxamide CN(C(CN1C=NC(=C1)C(=O)N)=O)C